N-((5-(2-((4-(chlorodifluoromethoxy)phenyl)amino)pyridin-3-yl)-1,3,4-oxadiazole-2-yl)methyl)-N-methylcyanamide ClC(OC1=CC=C(C=C1)NC1=NC=CC=C1C1=NN=C(O1)CN(C#N)C)(F)F